(2R)-2-amino-3-cyclohexylpropionic acid methyl ester hydrochloride Cl.COC([C@@H](CC1CCCCC1)N)=O